[(S)-17-Chloro-16-(2-trimethylsilanyl-ethoxymethyl)-16,18-diaza-tricyclo[13.2.1.02,7]octadeca-1(17),2,4,6,15(18)-pentaen-14-yl]-carbamic acid tert-butyl ester C(C)(C)(C)OC(N[C@H]1CCCCCCC2=CC=CC=C2C2=C(N(C1=N2)COCC[Si](C)(C)C)Cl)=O